8-(2-(2,2,2-trifluoroethoxy)phenyl)imidazo[1,2-a]pyridine-2-carboxylic acid FC(COC1=C(C=CC=C1)C=1C=2N(C=CC1)C=C(N2)C(=O)O)(F)F